C(#N)C(=C[C@H]1C([C@@H]1C(=O)OCC1=C(C(=C(C(=C1C)F)C)F)C)(C)C)C 3,5-difluoro-2,4,6-trimethylbenzyl (1R)-trans-3-(2-cyano-1-propenyl)-2,2-dimethylcyclopropanecarboxylate